(E)-2-bromo-1,3-dimethyl-5-styrylbenzene BrC1=C(C=C(C=C1C)\C=C\C1=CC=CC=C1)C